2-(2,4-difluorophenyl)-5-[1-(benzenesulfonyl)-1H-pyrrolo[2,3-b]pyridin-4-yl]-1-{[2-(trimethylsilyl)ethoxy]methyl}-1H-pyrrole-3-carboxamide FC1=C(C=CC(=C1)F)C=1N(C(=CC1C(=O)N)C1=C2C(=NC=C1)N(C=C2)S(=O)(=O)C2=CC=CC=C2)COCC[Si](C)(C)C